3-butyl-1,5-dimethylimidazole C(CCC)N1CN(C(=C1)C)C